7-[7-(5-pentyldecanoyloxy)heptyl-(3-pyrrolidin-1-ylpropanoyl)amino]heptyl 5-pentyldecanoate C(CCCC)C(CCCC(=O)OCCCCCCCN(C(CCN1CCCC1)=O)CCCCCCCOC(CCCC(CCCCC)CCCCC)=O)CCCCC